C(C1=CC=CC=C1)(=O)NC=1[Se]C(=CN1)C(=O)NC1=CC(=CC=C1)F 2-(benzoylamino)-N-(3-fluorophenyl)-1,3-selenazole-5-carboxamide